4-bromo-2,3,5,6-tetramethylaniline BrC1=C(C(=C(N)C(=C1C)C)C)C